FC1(OC=2C(=CC3=C(N=C(S3)NC([C@H](C)N3C[C@@H](C(CC3)(F)F)C=3C(=[N+](C=CC3)[O-])CO)=O)C2)O1)F ((S)-1-((S)-1-((2,2-difluoro-[1,3]dioxolo[4',5':4,5]benzo[1,2-d]thiazol-6-yl)amino)-1-oxopropan-2-yl)-4,4-difluoropiperidin-3-yl)-2-(hydroxymethyl)pyridine 1-oxide